FC(OC=1C=CC(=C(C1)N1C(N(C(C1)C#N)C1=CN=CC2=CC=CC=C12)=O)F)F 1-(5-(difluoromethoxy)-2-fluorophenyl)-3-(isoquinolin-4-yl)-2-oxoimidazolidine-4-carbonitrile